6-Isopropoxy-4-(1-piperazinyl)indole-2-carboxylic acid methyl ester COC(=O)C=1NC2=CC(=CC(=C2C1)N1CCNCC1)OC(C)C